C(C)C1(OC2=CC=C(C=C2C(C1)=O)C1=NC(=NO1)C=1C=C(C=NC1)NS(=O)(=O)C)CC N-(5-(5-(2,2-diethyl-4-oxochroman-6-yl)-1,2,4-oxadiazol-3-yl)pyridin-3-yl)methanesulfonamide